3-(5-((2-(benzylamino)cycloheptyl)oxy)-1-oxoisoindolin-2-yl)piperidine-2,6-dione C(C1=CC=CC=C1)NC1C(CCCCC1)OC=1C=C2CN(C(C2=CC1)=O)C1C(NC(CC1)=O)=O